BrC1=CC(=C(C=C1)S(=O)(=O)N1CCC2=CC=CC(=C12)C)C 1-((4-Bromo-2-methylphenyl)sulfonyl)-7-methylindoline